cyclopentyl(4-(2,6-difluoro-4-(1H-pyrazol-4-yl)phenyl)piperidin-1-yl)methanone C1(CCCC1)C(=O)N1CCC(CC1)C1=C(C=C(C=C1F)C=1C=NNC1)F